[F-].[K+] potassium (I) fluoride